[Si](C1=CC=CC=C1)(C1=CC=CC=C1)(C(C)(C)C)OCC[C@H](CCC)NC=1C2=C(N=C(N1)NC(OC)=O)C=NN2CC=2C=CC(=C1C=CC=NC21)CO methyl (S)-(7-((1-((tert-butyl-diphenylsilyl)oxy)hexan-3-yl)amino)-1-((5-(hydroxymethyl)quinolin-8-yl)methyl)-1H-pyrazolo-[4,3-d]pyrimidin-5-yl)carbamate